C(C=CC=CCCCCCCCCCCCC)=O 11Z-heptadecdienal